CN1N=NC(=C1)C1=NC=CC(=N1)C1=CC=2C(NCCC2N1)=O 2-[2-(1-methyl-1,2,3-triazol-4-yl)pyrimidin-4-yl]-1H,5H,6H,7H-pyrrolo[3,2-c]Pyridin-4-one